(2-{[4-chloro-3-(6-chloro-4-methyl-pyridin-3-yl)-benzoyl]-methyl-amino}-phenoxy)-acetic acid ClC1=C(C=C(C(=O)N(C2=C(OCC(=O)O)C=CC=C2)C)C=C1)C=1C=NC(=CC1C)Cl